N-{1-[2-(2,6-dioxopiperidin-3-yl)-1-oxo-2,3-dihydro-1H-isoindol-5-yl]isoquinolin-6-yl}acetamide O=C1NC(CCC1N1C(C2=CC=C(C=C2C1)C1=NC=CC2=CC(=CC=C12)NC(C)=O)=O)=O